(1-(4-bromo-3-cyclopropyl-2-fluorophenyl)-2-oxopyrrolidin-3-yl)carbamic acid tert-butyl ester C(C)(C)(C)OC(NC1C(N(CC1)C1=C(C(=C(C=C1)Br)C1CC1)F)=O)=O